4-Piperidone monohydrate hydrochloride Cl.O.N1CCC(CC1)=O